C(C=CC=CC=CC=CC=CC=CCCCCCCCCC)(=O)[C@@]1(C([C@H](O)[C@@H](CO)O1)(F)F)N1C(=O)N=C(N)C=C1 docosahexenoyl-2',2'-difluorodeoxycytidine